CS(=O)(=O)OCC1C2CN(CC12C=1C=C2C=NN(C2=CC1C)C1=CC=C(C=C1)F)S(=O)(=O)C1=NN(N=C1)C (1-(1-(4-fluorophenyl)-6-methyl-1H-indazol-5-yl)-3-((2-methyl-2H-1,2,3-triazol-4-yl)sulfonyl)-3-azabicyclo[3.1.0]hexan-6-yl)methyl methanesulfonate